C(C)(=O)O[C@@H]1[C@H](O[C@H]([C@@H]([C@H]1OC(C)=O)OC(C)=O)OCCN(CC=1C(NC2=C(C=C(C=C2C1)C)C)=O)C(NC1=C(C=CC=C1)C(C)(C)C)=O)C(=O)OC Methyl (2S,3S,4S,5R,6R)-3,4,5-triacetoxy-6-[2-[(2-tert-butylphenyl)carbamoyl-[(6,8-dimethyl-2-oxo-1H-quinolin-3-yl)methyl]amino]ethoxy]tetrahydropyran-2-carboxylate